2,3-dimethyl-indole CC=1NC2=CC=CC=C2C1C